C(C)NC(C)CC1=CC2=C(C=C1)OCO2 N-ethyl-3,4-Methylenedioxyamphetamine